lauryl ether sodium sulphate S(=O)(=O)([O-])[O-].[Na+].C(CCCCCCCCCCC)OCCCCCCCCCCCC.[Na+]